1,3-bis(diphenylphosphanyl)propane C1(=CC=CC=C1)P(CCCP(C1=CC=CC=C1)C1=CC=CC=C1)C1=CC=CC=C1